C1(=CC(=CC=C1)C(C=O)C)C(C=O)C 2,2'-(1,3-phenylene)dipropionaldehyde